3-(5-((1-(4'-fluoro-5,5-dimethyl-3,4,5,6-tetrahydro-[1,1'-biphenyl]-2-carbonyl)piperidin-4-yl)amino)-1-oxoisoindolin-2-yl)piperidine-2,6-dione FC1=CC=C(C=C1)C1=C(CCC(C1)(C)C)C(=O)N1CCC(CC1)NC=1C=C2CN(C(C2=CC1)=O)C1C(NC(CC1)=O)=O